(4-((3-(3-chloro-4-methoxyphenyl)imidazo[1,2-a]pyrazin-8-yl)amino)phenyl)(morpholino)methanone ClC=1C=C(C=CC1OC)C1=CN=C2N1C=CN=C2NC2=CC=C(C=C2)C(=O)N2CCOCC2